C(C)(C)OC=1C=2N(C=NC1C=1C=NNC1)N=C(N2)N[C@@H]2[C@@H](CN(CC2)S(=O)(=O)C)C 8-isopropoxy-N-((3R,4S)-3-methyl-1-(methylsulfonyl)piperidin-4-yl)-7-(1H-pyrazol-4-yl)-[1,2,4]triazolo[1,5-c]pyrimidin-2-amine